2-(4'-(dimethylcarbamoyl)-[1,1'-biphenyl]-4-yl)-2-methylpropionic acid CN(C(=O)C1=CC=C(C=C1)C1=CC=C(C=C1)C(C(=O)O)(C)C)C